2,4,6-trimethylbenzoyldiphenylphosphinic acid methyl ester COP(=O)(C1=C(C=CC=C1)C(C1=C(C=C(C=C1C)C)C)=O)C1=CC=CC=C1